Cl.ClC1=C(C=C2C(C(NC2=C1)=O)=C(C1=CC(=NO1)OC)O)C1=CC=C(C=C1)C1CN(CC1)C 6-chloro-3-[hydroxy-(3-methoxyisoxazol-5-yl)methylene]-5-[4-(1-methylpyrrolidin-3-yl)phenyl]indolin-2-one hydrochloride